ClC1=CC=C2C=CC(=CC2=C1NC(C=C)=O)C1=CC=CC(=N1)C(=O)NCCC1CCN(CC1)C 6-[7-chloro-8-(prop-2-enamido)naphthalen-2-yl]-N-[2-(1-methylpiperidin-4-yl)ethyl]pyridine-2-carboxamide